IC=1N=NNC1 (iodo)triazole